(S)-N-(3-(4-cyanophenyl)-4-cyclobutyl-1-methyl-1H-pyrazol-5-yl)-2-(2,2,3,3-tetrafluorocyclobutyl)acetamide C(#N)C1=CC=C(C=C1)C1=NN(C(=C1C1CCC1)NC(C[C@@H]1C(C(C1)(F)F)(F)F)=O)C